(S)-3-(dimethylamino)-1-(thiophen-2-yl)propan-1-ol CN(CC[C@H](O)C=1SC=CC1)C